BrC1=C(C=C(C=C1)F)N1C[C@H](CCC1)O (3S)-1-(2-bromo-5-fluoro-phenyl)piperidin-3-ol